COCCN1C(=NC2=C1C=CC=C2)COC2=CC=C(C=C2)C2=NN(C=C2C2=CC=NC=C2)C 1-(2-methoxy-ethyl)-2-[4-(1-methyl-4-pyridin-4-yl-1H-pyrazol-3-yl)-phenoxymethyl]-1H-benzimidazole